CC1=NN(C(=C1B1OC(C)(C)C(C)(C)O1)C)C1OCCCC1 3,5-dimethyl-1-(2-tetrahydropyranyl)-1H-pyrazole-4-boronic acid pinacol ester